pentaazatriphenylene N1=NN=NC=2C3=NC=CC=C3C3=CC=CC=C3C12